ClC1=C(CN2CC(N(CC2)C2CC3(C2)CCNCC3)C3=C(C=CC=C3)C(C)C)C=CC=C1 2-(4-(2-chlorobenzyl)-2-(2-isopropylphenyl)piperazin-1-yl)-7-azaspiro[3.5]nonane